Cl.N[C@@H]1CN(CCC1)C1=CC(=NC=C1C=1C=NN(C1)CC1CC1)NC1=NC(=C(C#N)C=C1)C1=C(C=CC=C1OC)F 6-((4-((S)-3-aminopiperidin-1-yl)-5-(1-(cyclopropylmethyl)-1H-pyrazol-4-yl)pyridin-2-yl)amino)-2-(2-fluoro-6-methoxyphenyl)nicotinonitrile hydrochloride